8-(4-chlorophenyl)-2-(cyclopropylamino)-6-(2-methyl-2H-indazol-5-yl)pyrido[4,3-d]pyrimidin-7(6H)-one ClC1=CC=C(C=C1)C=1C(N(C=C2C1N=C(N=C2)NC2CC2)C2=CC1=CN(N=C1C=C2)C)=O